6-(2,4-DICHLORoPHENYL)-5-[4-[(3S)-1-(3-FLUORoPROPYL)PYRROLIDIN-3-YL]OXYPHENYL]-8,9-DIHYDRO-7H-BENZO[7]ANNULEN ClC1=C(C=CC(=C1)Cl)C1=C(C2=C(CCC1)C=CC=C2)C2=CC=C(C=C2)O[C@@H]2CN(CC2)CCCF